C1(CC1)C1=NC=NC(=C1C#N)OC 4-cyclopropyl-6-methoxy-pyrimidine-5-carbonitrile